FC(C(C(C(F)(F)F)=O)(C(F)(F)F)F)(F)F heptafluoro-3-trifluoromethyl-butan-2-one